BrC=1C(=C(OC2CCC(CC2)C[C@@H](CN2CCN(CC2)C=2C=CC=C3C(=NN(C23)C)C2C(NC(CC2)=O)=O)C)C=CC1)C 3-(7-(4-((S)-3-((1r,4S)-4-(3-bromo-2-methylphenoxy)cyclohexyl)-2-methylpropyl)piperazin-1-yl)-1-methyl-1H-indazol-3-yl)piperidine-2,6-dione